CC1C(CCC(=C1)C)C=O (Z,E)-2,4-dimethyl-cyclohex-3-ene-1-carbaldehyde